C(C1CO1)OCC[Si](OC)(OC)C β-glycidoxyethylmethyldimethoxysilane